OC=1C=C(C=C2C=CC=NC12)C=1C=C(C=CC1)C(=O)N1CCCC1 (3-(8-hydroxyquinolin-6-yl)phenyl)(pyrrolidin-1-yl)methanone